4-amino-N-(4-bromobenzyl)-N-methoxy-1-methyl-1H-pyrazolo[4,3-c]quinoline-8-carboxamide NC1=NC=2C=CC(=CC2C2=C1C=NN2C)C(=O)N(OC)CC2=CC=C(C=C2)Br